NC1=C(C=CC=C1C#N)NC1N(CCCC1)C(=O)[O-] ((2-amino-3-cyanophenyl)amino)piperidin-1-carboxylate